O1CCC(=CC1)B(O)O 3,6-dihydro-2H-pyran-4-ylboranediol